BrCC1=CC=C(C=C1)C1=C(C=CC=C1)C#N 4'-monobromomethyl-2-cyanobiphenyl